(8aR)-2-(3-(1,2-dimethoxy-2-oxoethyl)bicyclo[1.1.1]pentane-1-yl)-3-oxohexahydroimidazo[1,5-a]pyrazine-7(1H)-carboxylate COC(C(=O)OC)C12CC(C1)(C2)N2C(N1[C@@H](CN(CC1)C(=O)[O-])C2)=O